7-Chloro-8-fluoropyrido[4,3-d]pyrimidine-2,4-diol ClC1=C(C=2N=C(N=C(C2C=N1)O)O)F